1-(6-(aminomethyl)pyridin-2-yl)-6-(trifluoromethoxy)-1H-indole-2-carboxamide TFA salt OC(=O)C(F)(F)F.NCC1=CC=CC(=N1)N1C(=CC2=CC=C(C=C12)OC(F)(F)F)C(=O)N